Allyl(((9H-fluoren-9-yl)methoxy)carbonyl)-L-valinate C(C=C)N([C@@H](C(C)C)C(=O)[O-])C(=O)OCC1C2=CC=CC=C2C=2C=CC=CC12